Cl.COC(=O)[C@H]1NC[C@@H](C1)N1CCCCC1 (2S,4R)-4-(piperidin-1-yl)pyrrolidine-2-carboxylic acid methyl ester hydrochloride